C(C)(=O)N1CCN(CC1)C1=CC=C(C=C1)C1=CC=C(S1)CN1C(N(N=C1)CC(=C(F)F)CN)=O 4-[[5-[4-(4-acetylpiperazin-1-yl)phenyl]-2-thienyl]methyl]-2-[2-(aminomethyl)-3,3-difluoro-allyl]-1,2,4-triazol-3-one